4-((pyridin-3-ylmethyl)amino)-1H-pyrrolo[3,2-c][1,6]naphthyridine-2-carboxylic acid N1=CC(=CC=C1)CNC1=NC=2C=CN=CC2C2=C1C=C(N2)C(=O)O